FC=1CN2C(C3=CN=C(N=C3N2C=2C=CC=C(C(CCC1)(C)O)N2)SC)=O 12-fluoro-16-hydroxy-16-methyl-5-methylsulfanyl-2,4,6,10,21-pentazatetracyclo[15.3.1.02,10.03,8]henicosa-1(21),3,5,7,12,17,19-heptaen-9-one